N-((S)-(7-((R*)-Cyclobutyl(4,4,4-trifluorobutanamido)methyl)imidazo[1,2-b]pyridazin-2-yl)(4,4-difluorocyclohexyl)methyl)-1-isopropyl-1H-pyrazole-5-carboxamide C1(CCC1)[C@H](C1=CC=2N(N=C1)C=C(N2)[C@@H](NC(=O)C2=CC=NN2C(C)C)C2CCC(CC2)(F)F)NC(CCC(F)(F)F)=O |o1:4|